C(C1=CC=CC=C1)C(CCSCC[C@@H](C(=O)OC(C)(C)C)NC(=O)OC(C)(C)C)C(F)(F)F (2s)-tert-butyl 4-((3-benzyl-4,4,4-trifluorobutyl)thio)-2-((tert-butoxycarbonyl)amino)butanoate